ClC1=C(C(=O)N2COC3=C(C2)C=CC=C3C3=CC(=C(C(=O)OC)C=C3F)N3C2COCC3CC2)C(=CC(=C1)N1CC(NCC1)C(F)(F)F)Cl Methyl 4-[3-[2,6-dichloro-4-[3-(trifluoromethyl)piperazin-1-yl]benzoyl]-2,4-dihydro-1,3-benzoxazin-8-yl]-5-fluoro-2-(3-oxa-8-azabicyclo[3.2.1]octan-8-yl)benzoate